potassium diglycolate C(COCC(=O)[O-])(=O)[O-].[K+].[K+]